BrC=1C=CC(=C(C#N)C1)Cl 5-bromo-2-chlorobenzonitrile